1-(8-{[(1S)-5-[2-(2-aminopyridin-3-yl)-5-(pyrazol-1-yl)imidazo[4,5-b]pyridin-3-yl]-2,3-dihydro-1H-inden-1-yl]amino}-6-oxa-3-azabicyclo[3.2.1]octan-3-yl)prop-2-en-1-one NC1=NC=CC=C1C1=NC=2C(=NC(=CC2)N2N=CC=C2)N1C=1C=C2CC[C@@H](C2=CC1)NC1C2CN(CC1OC2)C(C=C)=O